COC1=CC=C(CN(S(=O)(=O)C2=C(C=CC(=C2C=2N=NN(N2)CC2=CC=C(C=C2)OC)C2=CC=CC3=C2N=C(S3)NC(=O)N)S(=O)(=O)CCNC(OC(C)(C)C)=O)CC3=CC=C(C=C3)OC)C=C1 tert-butyl (2-((2-(N,N-bis(4-methoxybenzyl)sulfamoyl)-3-(2-(4-methoxybenzyl)-2H-tetrazol-5-yl)-4-(2-ureidobenzo[d]thiazol-4-yl)phenyl)sulfonyl)ethyl)carbamate